methoxy-propanamide COC(C(=O)N)C